praseodymium-titanium-strontium [Sr].[Ti].[Pr]